tert-butyl 4-(4-chloro-5-((5-(3-isopropyl-4-methoxyphenyl)-3-methylpyridin-2-yl)carbamoyl)-1H-pyrazol-1-yl)piperidine-1-carboxylate ClC=1C=NN(C1C(NC1=NC=C(C=C1C)C1=CC(=C(C=C1)OC)C(C)C)=O)C1CCN(CC1)C(=O)OC(C)(C)C